N-Ethyl-N-(2-(5-fluoro-1H-indol-3-yl)ethyl)cyclobutaneamine C(C)N(C1CCC1)CCC1=CNC2=CC=C(C=C12)F